N1(CCCC1)C1=NC(N(C2=CC(=CC=C12)C(F)(F)F)C1=C(C=CC=C1)C)=O 4-(pyrrolidin-1-yl)-1-(o-tolyl)-7-(trifluoromethyl)quinazolin-2(1H)-one